(±)-trans-2-(hydroxymethyl)cyclopropanecarboxylic Acid OC[C@H]1[C@@H](C1)C(=O)O |r|